C1(=CC=CC2=CC=CC=C12)C(=O)N1CCN(CC1)C([C@H](CCCCNC(C=C)=O)NC(C(C)C)=O)=O (S)-N-(6-(4-(1-naphthoyl)piperazin-1-yl)-5-isobutyramido-6-oxohexyl)acrylamide